((5-cyano-3-(methoxycarbonyl)-2-methylphenyl)(ethyl)amino)piperidine-1-carboxylic acid tert-butyl ester C(C)(C)(C)OC(=O)N1C(CCCC1)N(CC)C1=C(C(=CC(=C1)C#N)C(=O)OC)C